methylparaben (methylhydroxybenzoate) CC=1C(=C(C(=O)O)C=CC1)O.COC(=O)C1=CC=C(O)C=C1